1-[(2R,3S,4R)-4-[(tert-butyldimethylsilyl)oxy]-3-fluoro-5,5-bis(hydroxymethyl)oxolan-2-yl]-3H-pyrimidine-2,4-dione [Si](C)(C)(C(C)(C)C)O[C@H]1[C@@H]([C@@H](OC1(CO)CO)N1C(NC(C=C1)=O)=O)F